lithium 3-oxapentane CCOCC.[Li]